calcium lithium zirconium oxychloride O(Cl)Cl.[Zr].[Li].[Ca]